(R)-2-((S)-2-amino-N-benzyl-butyrylamino)butanoic acid methyl ester COC([C@@H](CC)N(CC1=CC=CC=C1)C([C@H](CC)N)=O)=O